(E)-N-methyl-N-(4-methyl-3,4-dihydro-[1,4]oxazino[2,3-b]phenoxazin-8(2H)-ylidene)ethanaminium C\[N+](\CC)=C\1/C=C2OC=3C=C4C(=CC3N=C2C=C1)OCCN4C